tert-butyl (6-(3-(4-chlorobenzyl)ureido) spiro[3.3]heptan-2-yl)carbamate ClC1=CC=C(CNC(NC2CC3(CC(C3)NC(OC(C)(C)C)=O)C2)=O)C=C1